2-(3-methylbenzo[d]isoxazol-7-yl)-2-(3-((5-(1,2,3,4-tetrahydro-1,8-naphthyridin-2-yl)pentyl)oxy)azetidin-1-yl)acetic acid CC1=NOC2=C1C=CC=C2C(C(=O)O)N2CC(C2)OCCCCCC2NC1=NC=CC=C1CC2